CC1=CC(=NN1)NC=1N=C(C2=C(N1)N=CC=C2)NC2CC1CCC(C2)N1CCC#N 3-((3-exo)-3-((2-((5-methyl-1H-pyrazol-3-yl)amino)pyrido[2,3-d]pyrimidin-4-yl)amino)-8-azabicyclo[3.2.1]octan-8-yl)propionitrile